7-ethoxy-2-methyl-N-(6-(1,2,3,6-tetrahydropyridin-4-yl)pyridazin-3-yl)imidazo[1,2-a]pyridine-6-carboxamide hydrochloride Cl.C(C)OC1=CC=2N(C=C1C(=O)NC=1N=NC(=CC1)C=1CCNCC1)C=C(N2)C